C1N(CC2=CC=CC=C12)C(CSC1=CC=C(C=C1)C)=O 1-(1,3-dihydro-2H-isoindol-2-yl)-2-[(4-methylphenyl)sulfanyl]ethanone